O-(4-nitrophenyl)hydroxylamine [N+](=O)([O-])C1=CC=C(C=C1)ON